OC1=CC=C(C=C1)C1(C=2C=CC=CC2C(C2=CC=CC=C12)=O)C1=CC=C(C=C1)O 10,10-bis(4-hydroxyphenyl)-9(10H)-anthrone